C1(CC1)C1=C(C(=C2C(=N1)CCC2)NC(=O)N=[S@](=O)(N)C2=NN(C=C2F)CC)C2CC2 |o1:16| (R) or (S)-N'-((2,3-dicyclopropyl-6,7-dihydro-5H-cyclopenta[b]pyridin-4-yl)carbamoyl)-1-ethyl-4-fluoro-1H-pyrazole-3-sulfonimidamide